BrC=1C=C(C=CC1)CS(=O)(=O)NC1=CC=C(C=C1)NC(=O)NCC1=CC=NC=C1 1-(3-bromophenyl)-N-(4-(3-(pyridin-4-ylmethyl)ureido)phenyl)methanesulfonamide